4-fluoro-2,6-pyridinedicarboxylic acid FC1=CC(=NC(=C1)C(=O)O)C(=O)O